hydroxy-8-iodonaphthalen OC1=CC=CC2=CC=CC(=C12)I